FC(C1=C(C=CC=C1)/C=C/C(=O)N1C(OC(C1)([2H])[2H])=O)(F)F (E)-3-(3-(2-trifluoromethylphenyl)acryloyl)oxazolidin-2-one-5,5-d2